Bocnaphthol boronate B(O)O.C(=O)(OC(C)(C)C)C1=C(C2=CC=CC=C2C=C1)O